NC1=NN2C(N=CC=C2)=C1C(=O)N[C@@H](C)C=1N(C(C2=C(C=CC=C2C1)C#CC1CNC(C1)=O)=O)C1=CC=CC=C1 2-amino-N-((1S)-1-(1-oxo-8-(2-(5-oxopyrrolidin-3-yl)ethynyl)-2-phenylisoquinoline-3-yl)ethyl)pyrazolo[1,5-a]pyrimidine-3-carboxamide